silicon tin arsenic [As].[Sn].[Si]